C(C)(C)(C)N(C(=O)OCC(COCCCCCCCCCCCCCCCC)OC(CCCCCCCCCCCCCCC)=O)CC=1C=CC(=C2C=CN=CC12)OC1=CC=C(C=C1)C(F)(F)F 1-hexadecyl-2-palmitoyl-glycerol tert-Butyl-([5-{4-(trifluoromethyl)phenoxy}isoquinolin-8-yl]methyl)carbamate